O=C1CCC(CC1)C1(CCCCC1)O 4'-oxobicyclohexanol